((2S,4S)-1-benzyl-4-((4,4''-difluoro-[1,1':3',1''-terphenyl]-5'-yl)oxy)pyrrolidin-2-yl)methanol C(C1=CC=CC=C1)N1[C@@H](C[C@@H](C1)OC=1C=C(C=C(C1)C1=CC=C(C=C1)F)C1=CC=C(C=C1)F)CO